BrC=1SC(=CN1)COC1=CC=CC(=N1)C1=CC(=C(CC2=NC3=C(N2C[C@H]2OCC2)C=C(C=C3)C(=O)O)C=C1F)F (S)-2-(4-(6-((2-bromothiazol-5-yl)methoxy)pyridin-2-yl)-2,5-difluorobenzyl)-1-(oxetan-2-ylmethyl)-1H-benzo[d]imidazole-6-carboxylic acid